3-(5-{[(5-Chlorothiophen-2-yl)methyl](methyl)amino}-4-methyl-1-(2-methylfuran-3-carbonyl)-1H-pyrazol-3-yl)-4-(trifluoromethyl)piperidin ClC1=CC=C(S1)CN(C1=C(C(=NN1C(=O)C1=C(OC=C1)C)C1CNCCC1C(F)(F)F)C)C